C1(CC1)CC1=C(C(=NN1C=1SC=C(N1)C(=O)O)C=1C=C(C=CC1)C1=CC=C(C=C1)C(C(F)(F)F)(F)F)CC1=CC(=C(C=C1)S(N)(=O)=O)F 2-(5-(cyclopropylmethyl)-4-(3-fluoro-4-sulfamoylbenzyl)-3-(4'-(perfluoroethyl)-[1,1'-biphenyl]-3-yl)-1H-pyrazol-1-yl)thiazole-4-carboxylic acid